FC(OC1=C(C=C(C=C1)N1N=C(C(C1=O)C(=O)OC1=CC=C(C=C1)[N+](=O)[O-])C)C=1C=NC=CC1)F 4-nitrophenyl 1-(4-(difluoromethoxy)-3-(pyridin-3-yl)phenyl)-3-methyl-5-oxo-4,5-dihydro-1H-pyrazole-4-carboxylate